Thieno[3,2-h]Quinolin-2(1H)-one S1C(CC=2C=CC=3C=CC=NC3C21)=O